FC1=CC=C(C(=N1)C)OC1=CC=C(C(=C1C(=O)NC1=CC(=CC=C1)[S@@](=O)NC)C)C(F)(F)F (R)-6-((6-fluoro-2-methylpyridin-3-yl)oxy)-2-methyl-N-(3-(S-methylamino-sulfinyl)phenyl)-3-(trifluoromethyl)benzamide